C(C)(C)(C)C=1N(C2=CC=CC=C2C1C)S(=O)(=O)C1=CC=C(C)C=C1 2-(Tert-butyl)-3-methyl-1-tosyl-1H-indole